3-(5-(3,3-Dimethylpiperidin-4-yl)-1-oxoisoindolin-2-yl)piperidine-2,6-dione hydrochloride Cl.CC1(CNCCC1C=1C=C2CN(C(C2=CC1)=O)C1C(NC(CC1)=O)=O)C